1-amino-benzene-2,6-dicarboxylic acid NC1=C(C=CC=C1C(=O)O)C(=O)O